(2S,4R)-4-fluoro-N-[(S)-[3-fluoro-4-(propan-2-yl)phenyl](phenyl)methyl]-1-{2-[4-(piperazin-1-yl)-2H-1,2,3-triazol-2-yl]acetyl}pyrrolidine-2-carboxamide F[C@@H]1C[C@H](N(C1)C(CN1N=CC(=N1)N1CCNCC1)=O)C(=O)N[C@@H](C1=CC=CC=C1)C1=CC(=C(C=C1)C(C)C)F